3-fluoro-4-((2r,4r)-2-hydroxy-6,9-dioxo-5-(4-(trifluoromethyl)benzyl)-5,8-diazaspiro[3.5]nonan-8-yl)benzonitrile FC=1C=C(C#N)C=CC1N1CC(N(C2(CC(C2)O)C1=O)CC1=CC=C(C=C1)C(F)(F)F)=O